N-(3-(2'-fluoro-[1,1'-biphenyl]-4-yl)propyl)-1-methyl-3-(trifluoromethyl)-1H-pyrazole-5-carboxamide FC1=C(C=CC=C1)C1=CC=C(C=C1)CCCNC(=O)C1=CC(=NN1C)C(F)(F)F